N-(6-chloro-1,3-benzothiazol-2-yl)-5-methylbicyclo[3.3.1]nonane-1-carboxamide ClC1=CC2=C(N=C(S2)NC(=O)C23CCCC(CCC2)(C3)C)C=C1